3-(5-(difluoromethyl)-1,3,4-thiadiazol-2-yl)-8-(4-isobutylpiperazin-1-yl)-N-(4-Methoxybenzyl)-N-(1-methylcyclopropyl)imidazo[1,5-a]pyrazine-6-sulfonamide FC(C1=NN=C(S1)C1=NC=C2N1C=C(N=C2N2CCN(CC2)CC(C)C)S(=O)(=O)N(C2(CC2)C)CC2=CC=C(C=C2)OC)F